ClC1=CC=C(C=C1)C=1N=C(SC1CC)C=1C(OC2=CC(=CC=C2C1)O)=O 3-[4-(4-Chloro-phenyl)-5-ethyl-thiazol-2-yl]-7-hydroxy-chromen-2-one